O=C1NC(CCC1NC1=CC=C(C=C1)C1CCN(CC1)CC1=CC=C(C=C1)C=1C=C2C(=NC=NN2C1)C1=CC(=C(C=C1)CNC(=O)C=1C=NC(=CC1)C(F)(F)F)C)=O N-[[4-[6-[4-[[4-[4-[(2,6-dioxo-3-piperidyl)amino]phenyl]-1-piperidyl]methyl]phenyl]pyrrolo[2,1-f][1,2,4]triazin-4-yl]-2-methyl-phenyl]methyl]-6-(trifluoromethyl)pyridine-3-carboxamide